6-(2,3-dihydro-thieno[3,4-b][1,4]dioxin-2-yl)hexane-1-sulfonic acid lithium salt [Li+].O1C=2C(OCC1CCCCCCS(=O)(=O)[O-])=CSC2